ethyl-3-((1-isopropyl-3-phenyl-1H-pyrazole-5-carboxamido)methyl)-5-(3-methylbenzyl)-4,5-dihydroisoxazole C(C)C1C(=NOC1CC1=CC(=CC=C1)C)CNC(=O)C1=CC(=NN1C(C)C)C1=CC=CC=C1